O[C@@]1(C2(C(=C3C(=C(C=C3C1=O)C)CS(=O)(=O)CC(=O)OC)C)CC2)C methyl (R)-2-(((6'-hydroxy-2',4',6'-trimethyl-7'-oxo-6',7'-dihydrospiro[cyclopropane-1,5'-inden]-3'-yl)methyl)sulfonyl)acetate